6-amino-2-((3S,4S)-4-amino-3-methyl-2-oxa-8-azaspiro[4.5]decan-8-yl)-5-((4-chloropyrazolo[1,5-a]pyridin-5-yl)thio)-3-methylpyrimidin-4(3H)-one formate C(=O)O.NC1=C(C(N(C(=N1)N1CCC2([C@@H]([C@@H](OC2)C)N)CC1)C)=O)SC1=C(C=2N(C=C1)N=CC2)Cl